2-{[4-(4-fluorophenyl)-6-hexylquinolin-2-yl](propyl)amino}acetic acid FC1=CC=C(C=C1)C1=CC(=NC2=CC=C(C=C12)CCCCCC)N(CC(=O)O)CCC